trans-3-hexenoyl acetate C(C)(=O)OC(C\C=C\CC)=O